C1(=CC=CC=C1)P(C1=CC=CC=C1)[C-]1C=CC=C1.[CH-]1C=CC=C1.[Fe+2] z-(diphenylphosphino)ferrocene